C(CCC)N(C1CCCCN2CCCN=C12)CCCC 6-dibutylamino-1,8-diazabicyclo-[5.4.0]undec-7-ene